ClC1=CC=C(OC2(CCOCC2)C#CC=2C=C(C=[NH+]C2)O)C=C1 5-((4-(4-chlorophenoxy)tetrahydro-2H-pyran-4-yl)ethynyl)-3-hydroxypyridinium